N-(4-bromobutyl)-N-(4-ethoxyphenyl)acetamide BrCCCCN(C(C)=O)C1=CC=C(C=C1)OCC